2-ethoxyethan C(C)OCC